4-oxo-4-thienyl-2-buten O=C(C=CC)C=1SC=CC1